(S)-N-((R)-1-(4-((1-chlorocyclopentyl)methoxy)phenyl)-2-hydroxy-2-methylpropyl)-2-phenylpropionamide ClC1(CCCC1)COC1=CC=C(C=C1)[C@H](C(C)(C)O)NC([C@@H](C)C1=CC=CC=C1)=O